2-(difluoromethoxy)-4-[4-(difluoromethoxy)-2-methyl-6-(4,4,5,5-tetramethyl-1,3,2-dioxaborolan-2-yl)indazol-3-yl]-6-methoxybenzoate FC(OC1=C(C(=O)[O-])C(=CC(=C1)C=1N(N=C2C=C(C=C(C12)OC(F)F)B1OC(C(O1)(C)C)(C)C)C)OC)F